8-hydroxyanthracene OC=1C=CC=C2C=C3C=CC=CC3=CC12